zinc cinnamaldehyde C(C=CC1=CC=CC=C1)=O.[Zn]